ClC1=C(C=CC=C1)N1C(NC(C2=C(C=C(C=C12)C(F)(F)F)OC)=O)=O 1-(2-chlorophenyl)-5-methoxy-7-(trifluoromethyl)quinazoline-2,4(1H,3H)-dione